4-Bromo-6-methyl-1-((2-(trimethylsilyl)ethoxy)methyl)-1H-pyrazolo[3,4-b]pyridine BrC1=C2C(=NC(=C1)C)N(N=C2)COCC[Si](C)(C)C